[Cl-].C(C(=C)C)(=O)OCC[N+](CCCCCCCCCCCCCCCCCC)(C)C methacryloxyethyl-dimethyl-octadecyl-ammonium chloride